Ethyl (R)-2-(4-((5-chloroquinolin-2-yl)oxy)phenoxy)propanoate ClC1=C2C=CC(=NC2=CC=C1)OC1=CC=C(O[C@@H](C(=O)OCC)C)C=C1